ClC1=C(C=C(C=C1)N1CCN(CC1)C1=C(C=C(C(=C1)OC)[N+](=O)[O-])F)F 1-(4-chloro-3-fluorophenyl)-4-(2-fluoro-5-methoxy-4-nitrophenyl)piperazine